FC=1C=C(C=CC1F)[C@@H]1[C@H](CNCC1)C1=C(SC2=C1C=1N(CCO2)N=CC1)C(=O)N ((3S,4S)-4-(3,4-difluorophenyl)piperidin-3-yl)-5,6-dihydropyrazolo[1,5-d]thieno[3,2-f][1,4]oxazepin-2-carboxamide